[I-].COC1=C(C(=O)NCC2(CCC(CC2)OC(=O)NCCC[P+](C2=CC=CC=C2)(C2=CC=CC=C2)C2=CC=CC=C2)C2=CSC=C2)C=CC=C1 (3-(((((1S,4S)-4-((2-Methoxybenzamido)methyl)-4-(thiophen-3-yl)cyclohexyl)oxy)carbonyl)amino)propyl)triphenylphosphonium iodide